C(C)[O-].C(C)[O-].C(C)[O-].[Ga+3] gallium triethanolate